FC1=C(C=C(C(=C1)C)B1OC(C(O1)(C)C)(C)C)NC(=O)N1C2CCCC1C2 N-(2-fluoro-4-methyl-5-(4,4,5,5-tetramethyl-1,3,2-dioxaborolan-2-yl)phenyl)-6-azabicyclo[3.1.1]heptane-6-carboxamide